(S)-tert-Butyl 3-((R)-2-(6-chloronicotinamido)-1-hydroxyethyl)-3,4-dihydroisoquinoline-2(1H)-carboxylate ClC1=NC=C(C(=O)NC[C@@H](O)[C@H]2N(CC3=CC=CC=C3C2)C(=O)OC(C)(C)C)C=C1